C(C1=CC=CC=C1)C1=CNC2=C1N=C(N=C2N)OCCOC 7-benzyl-2-(2-methoxyethoxy)-5H-pyrrolo[3,2-d]pyrimidin-4-amine